CO[C@H]1CC[C@H](CC1)NC=1N=CC2=C(N1)NC=C2C2=CC=1N(C=C2)N=CC1C(=O)N 5-(2-((cis-4-methoxycyclohexyl)amino)-7H-pyrrolo[2,3-d]pyrimidin-5-yl)pyrazolo[1,5-a]pyridine-3-carboxamide